FC1(CC(C1)C1=NNC(=N1)C1CC2(CN(C2)C(=O)N2CC(C2)C=2C=NC(=NC2)N2CC(C2)C(F)(F)F)C1)F [6-[3-(3,3-difluorocyclobutyl)-1H-1,2,4-triazol-5-yl]-2-azaspiro[3.3]heptan-2-yl]-[3-[2-[3-(trifluoromethyl)azetidin-1-yl]pyrimidin-5-yl]azetidin-1-yl]methanone